C(C1=CC=CC=C1)N1C(C2=C(C=3C=CC=NC13)CCN(C2)CC2=CC=C(C=C2)Br)=O 6-benzyl-3-(4-bromobenzyl)-2,3,4,6-tetrahydropyrido[3,4-c][1,8]naphthyridin-5(1H)-one